ClC1=C(C=C(C=C1)Cl)S(=O)(=O)NC=1C(=C(C(=CC1)F)C=1C=C2C(=NC=NC2=CC1)NC(C(C)(C)C)=O)F N-(6-(3-(2,5-dichlorophenylsulfonamido)-2,6-difluorophenyl)quinazolin-4-yl)pivaloamide